N-methyl-2-((1-(trifluoromethyl)cyclopropyl)ethynyl)-5,8-dihydro-6H-pyrano[3,4-b]pyridin-5-amine CNC1COCC2=NC(=CC=C21)C#CC2(CC2)C(F)(F)F